C1N(CC12CNC2)CCOC2=CC(=C(C=C2)C=2N(C1=NC=NC(=C1N2)OC2(CC2)C)CC2=CC=CC=C2)Cl 8-(4-(2-(2,6-Diazaspiro[3.3]heptan-2-yl)ethoxy)-2-chlorophenyl)-9-benzyl-6-(1-methylcyclopropoxy)-9H-purine